gold-indium oxide [O-2].[In+3].[Au+3].[O-2].[O-2]